FC=1C=C(C=C(C1)F)C=1C=NC2=CC=C(C=C2C1N1CCC(CC1)N)C1=C(C(=CC=C1)F)C=NO 1-[3-(3,5-difluorophenyl)-6-{3-fluoro-2-[(hydroxyimino)methyl]phenyl}quinolin-4-yl]piperidin-4-amine